N1=C(C(=NC2=CC=C3C(=C12)C1=CC=CC2=CC=CC3=C12)C#N)C#N acenaphthoquinoxalinedinitrile